(3S)-N,N-dimethylpiperidin-3-amine dihydrochloride Cl.Cl.CN([C@@H]1CNCCC1)C